FC=1C=C2C(N(C(=NC2=CC1)[C@@H](CCC)N1CCN(CCC1)C)CCC(C)C)=O (R)-6-fluoro-3-isopentyl-2-(1-(4-methyl-1,4-diazepan-1-yl)butyl)quinazolin-4(3H)-one